(2S)-piperazine-2-carboxylic acid N1[C@@H](CNCC1)C(=O)O